OC=1C=CC(=NC1)C#CCOC1CN(C1)C(=O)OC(C)(C)C tert-butyl 3-((3-(5-hydroxypyridin-2-yl)prop-2-yn-1-yl)oxy)azetidine-1-carboxylate